FC1=C(C=CC=C1)N1C=NC(=C1)C(=O)OCC ethyl 1-(2-fluorophenyl)-1H-imidazole-4-carboxylate